C(C)(C)(C)[Si](OC(CCCCCCCCCC=C)CCCCCCCCCC=C)(C1=CC=CC=C1)C1=CC=CC=C1 tert-butyldiphenyl-(tricosa-1,22-dien-12-yloxy)silane